N,N',N'-tri-hydroxyethyl-N-oleyl-propylenediamine ON(C(C(C)N(O)O)CC)CCCCCCCC\C=C/CCCCCCCC